The molecule is a member of guanidinoethyl methyl phosphates. It is a conjugate acid of a N'-phosphonatoguanidinoethyl methyl phosphate(2-). COP(=O)(O)OCCN=C(N)NP(=O)(O)O